7-(3-{[(2S)-2,3-dihydroxypropoxy]amino}azetidin-1-yl)-5-methyl-4-oxo-1-(1,3-thiazol-2-yl)-1,4-dihydro-1,8-naphthyridine-3-carboxylic acid O[C@H](CONC1CN(C1)C1=CC(=C2C(C(=CN(C2=N1)C=1SC=CN1)C(=O)O)=O)C)CO